(((1-(tert-butoxycarbonyl)piperidin-4-yl)methoxy)carbonyl)-O-(tert-butyldimethylsilyl)-Z-serine C(C)(C)(C)OC(=O)N1CCC(CC1)COC(=O)N[C@@H](CO[Si](C)(C)C(C)(C)C)C(=O)O